N1=CC=C(C=C1)CCCC1=CC=NC=C1 1,3-bis(4-pyridyl)-propane